5-amino-3,3-dimethyl-5-oxopentanoic acid ethyl ester C(C)OC(CC(CC(=O)N)(C)C)=O